FC1(CCC(CC1)CN1C=NC(=C1C1=NC(=NC=C1)N)C1=CC=C(C=C1)F)F 4-(1-((4,4-Difluorocyclohexyl)methyl)-4-(4-fluorophenyl)-1H-imidazol-5-yl)-pyrimidin-2-amine